4-((2-hydroxyethyl)amino)pent-3-en-2-one OCCNC(=CC(C)=O)C